(3R)-3-amino-1-butanethiol N[C@@H](CCS)C